ethyl 2-[(3R)-1-(6-{1-methyl-5-[(2-oxo-5-propyl-1,2-dihydropyridin-1-yl)methyl]-1H-1,2,3-triazol-4-yl}-2-(trifluoromethyl)pyridin-3-yl)piperidin-3-yl]acetate CN1N=NC(=C1CN1C(C=CC(=C1)CCC)=O)C1=CC=C(C(=N1)C(F)(F)F)N1C[C@H](CCC1)CC(=O)OCC